(3S)-4-(7-bromo-6-chloro-2,8-difluoroquinazolin-4-yl)-3-methylpiperazine-1-carboxylic acid tert-butyl ester C(C)(C)(C)OC(=O)N1C[C@@H](N(CC1)C1=NC(=NC2=C(C(=C(C=C12)Cl)Br)F)F)C